C(C)C1=CC2=C(N=C(N=C2)NC2=CC=C(C=C2)N2CCC(CC2)N2CCN(CC2)C)N1C1=CC=CC(=N1)CC(C)O 6-(6-ethyl-2-((4-(4-(4-methylpiperazin-1-yl)piperidin-1-yl)phenyl)amino)-7H-pyrrolo[2,3-d]pyrimidin-7-yl)pyridin-2-ylpropan-2-ol